3-(benzylamino)-4-(cyclohexylamino)-N-(2-(4-methylpiperazin-1-yl)ethyl)benzenesulfonamide C(C1=CC=CC=C1)NC=1C=C(C=CC1NC1CCCCC1)S(=O)(=O)NCCN1CCN(CC1)C